C1=2C=C(C=CC2CC1)CC(=O)OCC ethyl 2-(bicyclo[4.2.0]octan-1(6),2,4-triene-3-yl)acetate